[N+](=[N-])=CC(CC[C@@H](C(=O)OCOC(C)C)NC([C@H](C)OC)=O)=O isopropoxymethyl (S)-6-diazo-2-((S)-2-methoxypropanamido)-5-oxohexanoate